SC=1N=C(C2=C(N1)COC2)O 2-Mercapto-5,7-dihydrofuro[3,4-d]pyrimidin-4-ol